(3S,5R)-5-(3-(2-hydroxy-6-methyl-4-(trifluoromethyl)phenyl)-6,7-dihydropyrido[2,3-c]pyridazin-8(5H)-yl)-1-methylpiperidin-3-ol OC1=C(C(=CC(=C1)C(F)(F)F)C)C1=CC2=C(N=N1)N(CCC2)[C@@H]2C[C@@H](CN(C2)C)O